8-(2',6'-bis(benzyloxy)-4-methyl-[2,3'-bipyridin]-5-yl)-1,4-dioxa-8-azaspiro[4.5]decane C(C1=CC=CC=C1)OC1=NC(=CC=C1C1=NC=C(C(=C1)C)N1CCC2(OCCO2)CC1)OCC1=CC=CC=C1